tert-butyl (cyclopropylmethyl)((3R)-1-(6-(1-(4-(6-(pyrrolidin-1-yl)pyrazin-2-yl)-1H-imidazol-1-yl)ethyl)pyridin-3-yl)piperidin-3-yl)carbamate C1(CC1)CN(C(OC(C)(C)C)=O)[C@H]1CN(CCC1)C=1C=NC(=CC1)C(C)N1C=NC(=C1)C1=NC(=CN=C1)N1CCCC1